ethyl 5-bromo-2-[(6-{[(2Z)-3-{[2-(trimethylsilyl)ethoxy]methyl}-2,3-dihydro-1,3-benzothiazol-2-ylidene]amino}pyridazin-3-yl)amino]-1,3-thiazole-4-carboxylate BrC1=C(N=C(S1)NC=1N=NC(=CC1)\N=C\1/SC2=C(N1COCC[Si](C)(C)C)C=CC=C2)C(=O)OCC